1-{[(5s,7s)-7-methyl-3-(5-methyl-2-pyridyl)-2-oxo-1-oxa-3-azaspiro[4.5]decan-7-yl]methyl}-1H-benzimidazole-6-carbonitrile C[C@]1(C[C@]2(CN(C(O2)=O)C2=NC=C(C=C2)C)CCC1)CN1C=NC2=C1C=C(C=C2)C#N